ClC=1N=C(C2=C(N1)N(C=C2)[C@H]2[C@@H]([C@@H]([C@H](O2)COCP(O)(=O)OCOC(C(C)C)=O)O)O)NC2CCCC2 [(2R,3S,4R,5R)-5-[2-chloro-4-(cyclopentyl-amino)pyrrolo[2,3-d]-pyrimidin-7-yl]-3,4-dihydroxy-tetrahydro-furan-2-yl]methoxy-methyl-(2-methyl-propanoyloxymeth-oxy)phosphinic acid